CN1CCN(CC1)C1=CC(=NC=N1)C(=O)O 6-(4-methylpiperazin-1-yl)pyrimidine-4-carboxylic acid